tert-butyl (1R,5S)-8-azaspiro[bicyclo[3.2.1]octane-3,2'-oxirane]-8-carboxylate O1C2(C1)C[C@H]1CC[C@@H](C2)N1C(=O)OC(C)(C)C